IC1=NN(C=2N=CC=C(C21)C(=O)OC)C2=CC=C(C=C2)OC(F)(F)F methyl 3-iodo-1-(4-(trifluoromethoxy) phenyl)-1H-pyrazolo[3,4-b]pyridine-4-carboxylate